1-{1-(cyclohexylmethyl)-5-[(2-methylbenzyl)oxy]-1H-pyrazol-3-yl}-N-methylmethanamine C1(CCCCC1)CN1N=C(C=C1OCC1=C(C=CC=C1)C)CNC